FC1=C2C(NC(=NC2=CC(=C1)OCC1CCN(CC1)CCN1C(C(N(C(C1([2H])[2H])([2H])[2H])C1=CC=C(C=C1)[N+](=O)[O-])([2H])[2H])([2H])[2H])CSC1CCOCC1)=O 5-fluoro-7-((1-(2-(4-(4-nitrophenyl)piperazin-1-yl-2,2,3,3,5,5,6,6-d8)ethyl)piperidin-4-yl)methoxy)-2-(((tetrahydro-2H-pyran-4-yl)thio)methyl)quinazolin-4(3H)-one